C(CCCCCCCCCCCCCCCCC)(=O)N(C)CC(=O)O Stearoyl-Sarcosine